FC1=C(C=CC=2NC(=NC21)[C@@H](NC(OC(C)(C)C)=O)C2CCC(CC2)C)B2OC(C(O2)(C)C)(C)C tert-Butyl N-{(S)-[4-fluoro-5-(4,4,5,5-tetramethyl-1,3,2-dioxaborolan-2-yl)-1H-benzimidazol-2-yl](4-methylcyclohexyl)methyl}carbamate